tris((2,6-dimethylheptan-4-yl)oxy)(2-isopropylphenyl)silane CC(C)CC(CC(C)C)O[Si](C1=C(C=CC=C1)C(C)C)(OC(CC(C)C)CC(C)C)OC(CC(C)C)CC(C)C